(2R,5S)-5-[2-(4-chloro-3-fluorophenoxy)acetamido]-N-(5-chloropyridin-2-yl)piperidine-2-carboxamide ClC1=C(C=C(OCC(=O)N[C@H]2CC[C@@H](NC2)C(=O)NC2=NC=C(C=C2)Cl)C=C1)F